ClC1=CC=C(OCC(=O)NC23CC(C2)(C3)C(=O)NN)C=C1 2-(4-chlorophenoxy)-N-[1-(hydrazinecarbonyl)-3-bicyclo[1.1.1]pentanyl]acetamide